N1(C=NC=C1)C=1C=C(C=C(C1)OC)NC1=CC=NC2=CC(=CC=C12)F N-(3-(1H-Imidazol-1-yl)-5-Methoxyphenyl)-7-fluoroquinolin-4-amine